Cl.NC(CC=1C=C(C(=C(C1)C)O)C)C 4-(2-Aminopropyl)-2,6-xylenol hydrochloride